C[C@@H]1CN(C[C@H]2N1CC1=CC(=CC=C21)N2CC1CNCC(C2)O1)C1=C2C=CC(=NC2=C(C=C1)C#N)[2H] 5-[(4R,10bS)-4-methyl-8-(9-oxa-3,7-diazabicyclo[3.3.1]nonan-3-yl)-3,4,6,10b-tetrahydro-1H-pyrazino[2,1-a]isoindol-2-yl]-2-deuterio-quinoline-8-carbonitrile